N-(4-(1-(cyclopropanecarbonyl)indolin-5-yl)-5-methylthiazol-2-yl)-2-(3-(2-(2-((2-(2,6-dioxopiperidin-3-yl)-1-oxoisoindolin-5-yl)amino)ethoxy)ethoxy)-4-fluorophenyl)acetamide C1(CC1)C(=O)N1CCC2=CC(=CC=C12)C=1N=C(SC1C)NC(CC1=CC(=C(C=C1)F)OCCOCCNC=1C=C2CN(C(C2=CC1)=O)C1C(NC(CC1)=O)=O)=O